4',6'-Dichloro-2'-hydroxychalcone ClC1=CC(=C(C(/C=C/C2=CC=CC=C2)=O)C(=C1)Cl)O